C1(CCC1)C1=CC(=C(C(=O)N2CCC(CC2)C2=C(C(=O)N)C=CC=C2)C=C1C1=NN=C(N1)OCC)CC (1-(4-cyclobutyl-5-(5-ethoxy-4H-1,2,4-triazol-3-yl)-2-ethylbenzoyl)piperidin-4-yl)benzamide